(methylsulfonyloxymethyl)morpholine-4-carboxylic acid tert-butyl ester C(C)(C)(C)OC(=O)N1C(COCC1)COS(=O)(=O)C